C(C)(=O)C1=NN(C2=CC=C(C=C12)C=1C=NC(=NC1)C)CC(=O)N1[C@@H](C[C@H](C1)F)C(=O)NC1=NC=CC(=N1)C=1SC=CC1Cl (2S,4R)-1-(2-(3-acetyl-5-(2-methylpyrimidin-5-yl)-1H-indazol-1-yl)acetyl)-N-(4-(3-chlorothiophen-2-yl)pyrimidin-2-yl)-4-fluoropyrrolidine-2-carboxamide